C(C1=CC=CC=C1)OC1=CC(=C(C=C1)[N+](=O)[O-])[N+](=O)[O-] 4-(benzyloxy)-1,2-dinitro-benzene